(2-pyridyl) mesityl oxide N1=C(C=CC=C1)CC(=O)C=C(C)C